S(=O)(=O)(Cl)Cl.[Na] sodium dichlorosulfate